CC=1C(=NC(=NC1)NC=1C=NN(C1)C1CC(OC(C1)(C)C)(C)C)C1=CC=C(C(=O)O)C=C1 4-(5-Methyl-2-((1-(2,2,6,6-tetramethyltetrahydro-2H-pyran-4-yl)-1H-pyrazol-4-yl)amino)pyrimidin-4-yl)benzoic Acid